C(CCCC[C@@H]1SC[C@@H]2NC(=O)N[C@H]12)(=O)CCCCCCCN(CCCCCCCC(CCCC[C@@H]1SC[C@@H]2NC(=O)N[C@H]12)=O)CC1=CC=C(C=C1)C(NCCOCCOCCOCCC(=O)OC(C)(C)C)=O tert-butyl 1-(4-((bis(7-(biotinyl)heptyl)amino)methyl)phenyl)-1-oxo-5,8,11-trioxa-2-azatetradecan-14-oate